FC1(CC(C1)N1N=CC(=C1)CNC1=NC=2N([C@H](C(NC2C(=N1)C)=O)CC)C)F (S)-2-(((1-(3,3-difluorocyclobutyl)-1H-pyrazol-4-yl)methyl)amino)-7-ethyl-4,8-dimethyl-7,8-dihydropteridin-6(5H)-one